2,2-difluoro-N-((3R,4R)-2-(1-(4-fluorophenyl)-1H-indazol-5-yl)-1,1-dioxido-3-phenylisothiazolidin-4-yl)propanamide FC(C(=O)N[C@@H]1[C@H](N(S(C1)(=O)=O)C=1C=C2C=NN(C2=CC1)C1=CC=C(C=C1)F)C1=CC=CC=C1)(C)F